C(C)N(C1=NC=C(C#N)C=C1)CCN1C(C2=CC(=CC=C2C1)CC1=NNC(C2=CC=C(C=C12)C#CC)=O)=O 6-(Ethyl(2-(1-oxo-6-((4-oxo-7-(prop-1-ynyl)-3,4-dihydrophthalazin-1-yl)methyl)isoindolin-2-yl)ethyl)amino)nicotinonitrile